5-(1-methyl-1H-benzo[d][1,2,3]triazol-6-yl)-N-(1-methylpiperidin-4-yl)pyrrolo[2,1-f][1,2,4]triazin-2-amine CN1N=NC2=C1C=C(C=C2)C=2C=CN1N=C(N=CC12)NC1CCN(CC1)C